5-bromo-2-bromomethyl-1,3-thiazole BrC1=CN=C(S1)CBr